C(=O)O.FC1=C(C(=CC(=C1)NCC1=C(C=CC=C1CN1CCN(CC1)C)F)F)S(=O)(=O)NC=1N=CSC1 2,6-difluoro-4-((2-fluoro-6-((4-methylpiperazin-1-yl)methyl)-benzyl)amino)-N-(thiazol-4-yl)benzenesulfonamide formate